benzonitrile-2,4,6-d3 C(C=1C(=CC(=CC1[2H])[2H])[2H])#N